C(C)(=O)NS(=O)(=O)C=1C=C(C=CC1OC(F)(F)F)N1N=C(C(C1=O)C(=O)NC1=CC(=CC=C1)C(C)(F)F)C 1-(3-(N-Acetylsulfamoyl)-4-(trifluoromethoxy)phenyl)-N-(3-(1,1-difluoroethyl)phenyl)-3-methyl-5-oxo-4,5-dihydro-1H-pyrazole-4-carboxamide